B(O)(O)C=1C=C(C=CC1)CCCCC(=O)O 5-(3-boronophenyl)-pentanoic acid